C(C1=CC=CC=C1)SCC(=O)NO 2-(benzylthio)-acetohydroxamic acid